(1S,3S,5R)-2-((4-phenoxybenzoyl)glycyl)-5-(((tetrahydro-2H-pyran-2-yl)oxy)-methyl)-2-azabicyclo[3.1.0]hexane-3-carboxylic acid O(C1=CC=CC=C1)C1=CC=C(C(=O)NCC(=O)N2[C@H]3C[C@]3(C[C@H]2C(=O)O)COC2OCCCC2)C=C1